CC(C(=O)O)CCCl methyl-4-chlorobutyric acid